(R)-2-(((2R,3s,4R,5R)-5-(2-chloro-6-((cyclopropylmethyl)amino)-9H-purin-9-yl)-3-ethynyl-3,4-dihydroxytetrahydrofuran-2-yl)methoxy)-3-phenyl-2-(thiazol-4-yl)propionic acid ClC1=NC(=C2N=CN(C2=N1)[C@H]1[C@@H]([C@@]([C@H](O1)CO[C@](C(=O)O)(CC1=CC=CC=C1)C=1N=CSC1)(O)C#C)O)NCC1CC1